phenyl-β-D-glucuronate C1(=CC=CC=C1)OC([C@@H]1[C@H]([C@@H]([C@H]([C@H](O)O1)O)O)O)=O